FC1=C(C=C(C(=C1)N1CCC(CC1)=O)F)C1C(NC(CC1)=O)=O 3-(2,5-Difluoro-4-(4-oxopiperidin-1-yl)phenyl)piperidine-2,6-dione